CN1N=C(C=C1C(=O)NC(C)(C)C1=CC(=NN1C)C1=CC(=NC=C1)C(F)(F)F)C(F)(F)F 1-methyl-N-(2-(1-methyl-3-(2-(trifluoromethyl)pyridin-4-yl)-1H-pyrazol-5-yl)propan-2-yl)-3-(trifluoromethyl)-1H-pyrazole-5-carboxamide